N-{2-[(1-{4-[(3R)-2,6-dioxopiperidin-3-yl]phenyl}piperidin-4-yl)methyl]-2-azabicyclo[2.2.1]heptan-6-yl}-1-[6-(2-hydroxyphenyl)pyridazin-4-yl]-4-phenylpiperidine-4-carboxamide O=C1NC(CC[C@@H]1C1=CC=C(C=C1)N1CCC(CC1)CN1C2C(CC(C1)C2)NC(=O)C2(CCN(CC2)C2=CN=NC(=C2)C2=C(C=CC=C2)O)C2=CC=CC=C2)=O